C(C=C)(=O)N1[C@H](CN(C[C@H]1C)C1=NC(N2C3=C(C(=C(C=C13)C(F)(F)F)C1=C(C=C(C(=C1)Cl)Cl)F)SC[C@@H]2COC)=O)C (3S,10R)-7-((3S,5R)-4-acryloyl-3,5-dimethylpiperazin-1-yl)-10-(4,5-dichloro-2-fluorophenyl)-3-(methoxymethyl)-9-(trifluoromethyl)-2,3-dihydro-5H-[1,4]thiazino[2,3,4-ij]quinazolin-5-one